lithium aluminium hydroxide carbonate C([O-])([O-])=O.[OH-].[Al+3].[Li+]